FC1=C(CN2C=CC=3C2=CN=C(C3)NC3=C(C=C(C=C3)N3CCN(CC3)CC)NC(C=C)=O)C(=C(C=C1OC)OC)F N-(2-((1-(2,6-difluoro-3,5-dimethoxybenzyl)-1H-pyrrolo[2,3-c]pyridin-5-yl)amino)-5-(4-ethylpiperazin-1-yl)phenyl)acrylamide